COC=1C=C2CCN(CC2=CC1)C1=C(C=C(C=C1)C)[N+](=O)[O-] 6-methoxy-2-(4-methyl-2-nitrophenyl)-1,2,3,4-tetrahydroisoquinoline